3-(2-chloro-3-(1-(cyclopropylmethyl)-2-oxoindolin-5-yl)phenyl)piperidine-2,6-dione (2-methoxyEthyl)carbamate COCCNC(O)=O.ClC1=C(C=CC=C1C=1C=C2CC(N(C2=CC1)CC1CC1)=O)C1C(NC(CC1)=O)=O